(2R)-1-[8-methoxy-9-(1H-pyrazol-3-yl)-1-(2-thienyl)-5,6-dihydropyrrolo[2,1-a]isoquinoline-3-carbonyl]-2-methyl-pyrrolidine-2-carbonitrile COC=1C=C2CCN3C(C2=CC1C1=NNC=C1)=C(C=C3C(=O)N3[C@](CCC3)(C#N)C)C=3SC=CC3